4,5-dichloro-6-ethyl-pyrimidine ClC1=NC=NC(=C1Cl)CC